O1COC=2C1=C1C(=CNC1=CC2)CCN(C)C 2-(6H-[1,3]dioxolo[4,5-e]indol-8-yl)-N,N-dimethylethanamine